OC1(CN(CCOC1)C(=O)OC(C)(C)C)C 2-methylpropan-2-yl 6-hydroxy-6-methyl-1,4-oxaazepane-4-carboxylate